C1(CCCCC1)C(=O)NC(=O)[C@@H]1CC12CCN(CC2)C(=O)OC(C(F)(F)F)C(F)(F)F |r| 1,1,1,3,3,3-hexafluoro-propan-2-yl (±)-1-((cyclohexanecarbonyl)carbamoyl)-6-azaspiro-[2.5]octane-6-carboxylate